calcium acetyl homotaurinate NCCCS(=O)(=O)OC(C)=O.[Ca]